2,4,5-trichloro-benzoic acid ClC1=C(C(=O)O)C=C(C(=C1)Cl)Cl